CN1N=CC2=CC=CC(=C12)NS(=O)(=O)C=1C=NC(=CC1)C=1C(=NN(C1C)C)C N-(1-METHYL-1H-INDAZOL-7-YL)-6-(1,3,5-TRIMETHYL-1H-PYRAZOL-4-YL)PYRIDINE-3-SULFONAMIDE